COC(C1CN(C1)C1=CC(=C2C(N(C(C2=C1)=O)C1C(NC(CC1)=O)=O)=O)OC)OC 6-(3-(dimethoxymethyl)azetidin-1-yl)-2-(2,6-dioxopiperidin-3-yl)-4-methoxyisoindoline-1,3-dione